ClC1=CC(=C2CCN(CC2=C1)C(CC1=CC(=NC=C1)C)=O)[C@H]1N(CCC1)C(=O)[O-] (S)-2-[7-chloro-2-[2-(2-methyl-4-pyridyl)acetyl]-1,2,3,4-tetrahydroisoquinoline-5-yl]pyrrolidine-1-carboxylate